BrCCCOC1=CC=C(C=C1)S(=O)(=O)NCCCC1=NNC2=CC=C(C=C12)Cl 4-(3-bromopropyloxy)-N-(3-(5-chloro-1H-indazol-3-yl)propyl)benzenesulfonamide